methyl 9-(4-((1-(3-fluoropropyl)azetidin-3-yl)methyl)phenyl)-8-(4,4,5,5-tetramethyl-1,3,2-dioxaborolan-2-yl)-6,7-dihydro-5H-benzo[7]annulene-3-carboxylate FCCCN1CC(C1)CC1=CC=C(C=C1)C1=C(CCCC2=C1C=CC(=C2)C(=O)OC)B2OC(C(O2)(C)C)(C)C